COC1=CC=C(CN(S(=O)(=O)C2=CC(=C(C=C2)NC2=NC=C(C=C2)C(F)(F)F)C=2N=C3N(C2)CC(C3)C(F)(F)F)C)C=C1 N-(4-methoxybenzyl)-N-methyl-3-(6-trifluoromethyl-6,7-dihydro-5H-pyrrolo[1,2-a]imidazol-2-yl)-4-((5-(trifluoromethyl)pyridin-2-yl)amino)benzenesulfonamide